C(C)(C)(C)N(C(O)=O)[C@H]1CN(C[C@H](C1)C(F)(F)F)C1=NC=C(C=C1)C=1C=2N(C=C(C1)OCC)N=CC2C#N.BrCCC2=CC=C(C=C2)S(=O)(=O)N 4-(2-bromoethyl)benzenesulfonamide tert-butyl-((3R,5S)-1-(5-(3-cyano-6-ethoxypyrazolo[1,5-a]pyridin-4-yl)pyridin-2-yl)-5-(trifluoromethyl)piperidin-3-yl)carbamate